C1(=CC=CC=C1)C1=CC=C2C=NC(=NC2=C1)N 7-phenylquinazolin-2-amine